BrCCCCCCCCCCCCCCOC1=C(C=CC(=C1)C1=C(N=CS1)C)CNC(=O)[C@H]1N(C[C@@H](C1)O)C([C@H](C(C)(C)C)NC(=O)C1(CC1)F)=O (2S,4R)-N-[[2-(14-bromotetradecoxy)-4-(4-methylthiazol-5-yl)phenyl]methyl]-1-[(2S)-2-[(1-fluorocyclopropanecarbonyl)amino]-3,3-dimethyl-butanoyl]-4-hydroxy-pyrrolidine-2-carboxamide